5-Amino-3-(4-(2-((1-(tert-butyl)-5-methyl-1H-pyrazol-3-yl)amino)-2-oxoethyl)phenyl)-1-isopropyl-1H-pyrazole-4-carboxamide NC1=C(C(=NN1C(C)C)C1=CC=C(C=C1)CC(=O)NC1=NN(C(=C1)C)C(C)(C)C)C(=O)N